S(=O)(=O)(O)C1=C(C=CC=C1)C1=C2C=CC(C(=C3C=CC(=C(C=4C=CC(=C(C5=CC=C1N5)C5=C(C=CC=C5)S(=O)(=O)O)N4)C4=C(C=CC=C4)S(=O)(=O)O)N3)C3=C(C=CC=C3)S(=O)(=O)O)=N2.[Fe] iron tetrakis(sulfophenyl)porphyrin